ClC=1C=C(C#N)C=C(C1)C(C)(C)C1=CC=C(C=C1)OCC1=NC(=NC=C1)N1CCN(CC1)CC1CN(CC1)C1CNCCC1 3-chloro-5-(2-(4-((2-(4-((1-(piperidin-3-yl)pyrrolidin-3-yl)methyl)piperazin-1-yl)pyrimidin-4-yl)methoxy)phenyl)propan-2-yl)benzonitrile